octyl 6-(2-(benzyloxy)ethoxy)hexanoate C(C1=CC=CC=C1)OCCOCCCCCC(=O)OCCCCCCCC